C(C1=CC=CC=C1)OC=1C=C2CCCC(C2=CC1)(O)C1=C(C=C(C(=C1)F)N1CCC2(CC(C2)C(OC)OC)CC1)OC 6-(benzyloxy)-1-(4-(2-(dimethoxymethyl)-7-azaspiro[3.5]nonan-7-yl)-5-fluoro-2-methoxyphenyl)-1,2,3,4-tetrahydronaphthalen-1-ol